C1(=CC=CC=C1)C1=CC=CC(=C1)C1=CC=CC=C1 2,4-diphenyl-benzene